4-((6-chloropyridin-3-yl)methyl)-2-(3-(pyridazin-4-yl)-1H-pyrazol-5-yl)-2-aza-bicyclo[3.1.0]hexan-3-one ClC1=CC=C(C=N1)CC1C(N(C2CC12)C1=CC(=NN1)C1=CN=NC=C1)=O